(2-fluorophenyl)tetrahydropyrrole FC1=C(C=CC=C1)N1CCCC1